2-morpholinonicotinamide O1CCN(CC1)C1=C(C(=O)N)C=CC=N1